[6-methoxy-7-methyl-2-[(2R)-2-(1-methyl-6-oxo-3-pyridyl)tetrahydropyran-4-yl]pteridin-4-yl] 4-methylbenzenesulfonate CC1=CC=C(C=C1)S(=O)(=O)OC1=NC(=NC2=NC(=C(N=C12)OC)C)C1C[C@@H](OCC1)C1=CN(C(C=C1)=O)C